sodium 3-(tert-butyl)-1,2,4-oxadiazole-5-carboxylate C(C)(C)(C)C1=NOC(=N1)C(=O)[O-].[Na+]